O1C(C1)COCC1CCC(CC1)COCC1OC1 1,4-bis[(oxiran-2-ylmethoxy)methyl]cyclohexane